C1=CC(=CC=C1N=NC2=CC(=C(C=C2)N)S(=O)(=O)[O-])S(=O)(=O)[O-].[Na+].[Na+] The molecule is an organic sodium salt that is 4-aminoazobenzene-3,4'-disulfonic acid in which the protons of both of the sulfo groups have been replaced by sodium ions. It is used as a biological stain. It was formerly used as a food coloring agent (E105), but its use in food or drinks is now forbidden. It has a role as a histological dye. It contains a 4-aminoazobenzene-3,4'-disulfonate.